3-(3-(4-((6-fluoropyridin-3-yl)methoxy)benzyl)isoxazol-5-yl)pyridin-2-amine FC1=CC=C(C=N1)COC1=CC=C(CC2=NOC(=C2)C=2C(=NC=CC2)N)C=C1